C(C)(C)(C)N1C[C@H]([C@@H](C1)C1=CC=CC=C1)C(=O)NC1=CC(=CC=C1)OC1=CC=C(C=C1)C#N tert-Butyl-(3S,4R)-N-[3-(4-cyanophenoxy)phenyl]-4-phenylpyrrolidine-3-carboxamide